acryloxyethyl-dimethylethyl-ammonium C(C=C)(=O)OCC[N+](CC)(C)C